2-chloro-N-(furan-2-ylmethyl)-7-methoxy-6-(propan-2-yloxy)quinazolin-4-amine ClC1=NC2=CC(=C(C=C2C(=N1)NCC=1OC=CC1)OC(C)C)OC